5-bromo-4,6-dichloropyrimidin-2-amine BrC=1C(=NC(=NC1Cl)N)Cl